NC1(CCN(CC1)C=1N=C2C(=NC1)N=C(C=C2)Cl)CC(C)(O)C 1-(4-amino-1-(6-chloropyrido[2,3-b]pyrazin-2-yl)piperidin-4-yl)-2-methylpropan-2-ol